6-[5-(difluoromethyl)-1,3,4-oxadiazol-2-yl]-2-{[(2-fluoro-5-hydroxyphenyl)methyl](methyl)amino}-2,3-dihydro-1H-isoindol-1-one FC(C1=NN=C(O1)C1=CC=C2CN(C(C2=C1)=O)N(C)CC1=C(C=CC(=C1)O)F)F